BrC=1C=CC(=C(C=CC(=O)NC(=N)N)C1)F 5-Bromo-2-fluorocinnamoylguanidin